NC1C(CCCC1N)(O)C1=CC=CC=C1 2,3-diamino-1-phenylcyclohexan-1-ol